C(=O)C1CCC(CC1)N1N=C2C=C(C(=CC2=C1)NC(=O)C1=NC(=NC=C1)C(F)(F)F)C(C)(C)O N-[2-(4-formylcyclohexyl)-6-(1-hydroxy-1-methyl-ethyl)indazol-5-yl]-2-(trifluoromethyl)pyrimidine-4-carboxamide